tert-butyl (R)-4-(1-((8-ethoxy-2-methyl-[1,2,4]triazolo[1,5-a]pyrazin-6-yl)carbamoyl)-2,3-dihydro-1H-pyrrolo[2,3-b]pyridin-4-yl)-2-methylpiperazine-1-carboxylate C(C)OC=1C=2N(C=C(N1)NC(=O)N1CCC=3C1=NC=CC3N3C[C@H](N(CC3)C(=O)OC(C)(C)C)C)N=C(N2)C